C\C(=C/CC[C@@]1([C@H](CC=2C(=C3CN(C(C3=CC2O)=O)[C@H](C(=O)O)CCCN2C(C3=CC(=C4C(=C3C2)O[C@@]([C@H](C4)O)(CC\C=C(\CCC=C(C)C)/C)C)O)=O)O1)O)C)\CCC=C(C)C (S)-2,5-bis((2R,3S)-2-((E)-4,8-dimethylnona-3,7-dien-1-yl)-3,5-dihydroxy-2-methyl-7-oxo-3,4,7,9-tetrahydropyrano[2,3-E]isoindol-8(2H)-yl)pentanoic acid